tert-butyl 6-((6-(2,2-difluorocyclopropyl)-2-methylpyridin-3-yl)sulfonyl)-2,6-diazaspiro[3.3]heptane-2-carboxylate FC1(C(C1)C1=CC=C(C(=N1)C)S(=O)(=O)N1CC2(CN(C2)C(=O)OC(C)(C)C)C1)F